5-(1H-[1,2,3]triazolo[4,5-b]pyridin-5-yl)-2-fluoro-N-(4-(3-phenylpiperidin-1-yl)phenyl)benzamide N1N=NC2=NC(=CC=C21)C=2C=CC(=C(C(=O)NC1=CC=C(C=C1)N1CC(CCC1)C1=CC=CC=C1)C2)F